C1(CC1)CC(C(=O)O)N1C(C(=CC(=C1)CCN1CC(C1)F)F)=O 3-cyclopropyl-2-(3-fluoro-5-(2-(3-fluoroazetidin-1-yl)ethyl)-2-oxopyridin-1(2H)-yl)propanoic acid